aza-benzophenanthrene N1=C2C=3C=CC=CC3C3=C(C2=CC=C1)C=CC=C3